gamma-(2,3-epoxypropoxy)propyl-triethoxysilane Chromium-Molybdenum [Mo].[Cr].C(C1CO1)OCCC[Si](OCC)(OCC)OCC